5-((7-benzyloxy-2,3-dihydrobenzofuran-5-ylamino)methylene)-2,2-dimethyl-1,3-dioxane-4,6-dione C(C1=CC=CC=C1)OC1=CC(=CC=2CCOC21)NC=C2C(OC(OC2=O)(C)C)=O